C(C)(SC1=C(C=C(C=C1)OC)C=O)=O S-(2-formyl-4-methoxy-phenyl) ethanethioate